(2,3-dichloro-4-phenoxyphenyl)-2-methylpyrimidin-4(3H)-one ClC1=C(C=CC(=C1Cl)OC1=CC=CC=C1)N1C(=NC=CC1=O)C